D-glucosaminyl L-malate C([C@@H](O)CC(=O)[O-])(=O)OC1[C@H](N)[C@@H](O)[C@H](O)[C@H](O1)CO